t-butyl-iminobis(diethylamino)tungsten C(C)(C)(C)[W](N(CC)CC)(N(CC)CC)=N